ethyl ethylene acetoacetate C(CC(=O)C)(=O)O.C(C)C=C